N1(CCCC1)CCCNC(=O)C=1NC=CC1 Pyrrole-2-carboxylic acid (3-pyrrolidin-1-ylpropyl) amide